2-(trimethylsilyl)ethyl (3S)-3-(1,4-dimethyl-1H-benzotriazol-5-yl)-3-(7-{[(4-methoxybenzyl)oxy]methyl}-2,3-dihydro-1H-inden-5-yl)-2-methylpropanoate CN1N=NC2=C1C=CC(=C2C)[C@@H](C(C(=O)OCC[Si](C)(C)C)C)C=2C=C1CCCC1=C(C2)COCC2=CC=C(C=C2)OC